nonyl 10-((6-((4,4-bis(((Z)-oct-5-en-1-yl)oxy)butanoyl)oxy)hexyl)(3-hydroxypropyl)amino)decanoate C(CCC\C=C/CC)OC(CCC(=O)OCCCCCCN(CCCCCCCCCC(=O)OCCCCCCCCC)CCCO)OCCCC\C=C/CC